FC(C=1C=C(C=C(C1)C(F)(F)F)[C@@H](C)OC1CN(CCO1)CC1=CC=CC=C1)(F)F 2-[(R)-1-[3,5-bis(trifluoromethyl)phenyl]ethoxy]-4-benzyl-morpholine